4-(4-((N-cyclopropyl-3-oxo-3,4-dihydro-2H-benzo[b][1,4]oxazine-7-carboxamido)methyl)-2-methoxybenzamido)benzoic acid C1(CC1)N(C(=O)C=1C=CC2=C(OCC(N2)=O)C1)CC1=CC(=C(C(=O)NC2=CC=C(C(=O)O)C=C2)C=C1)OC